2-isopropyl-N4-(1-methyl-1H-imidazol-4-yl)-6-phenyl-1,3,5-triazine-2,4-diamine C(C)(C)C1(NC(=NC(=N1)NC=1N=CN(C1)C)C1=CC=CC=C1)N